ClC=1C=C(C=CC1Cl)C1=NN2C(NC=C(C2=N1)C)=O 2-(3,4-dichlorophenyl)-8-methyl[1,2,4]-Triazolo[1,5-c]pyrimidin-5(6H)-one